6-amino-5,7-dimethyl-1H-indazole-1-carboxylic acid tert-butyl ester C(C)(C)(C)OC(=O)N1N=CC2=CC(=C(C(=C12)C)N)C